NC1=C2N=CN(C2=NC(=N1)F)[C@H]1C[C@@H]([C@@](O1)(C#C)CO[Si](C1=CC=CC=C1)(C1=CC=CC=C1)C(C)(C)C)OC(=O)NCC(=O)OCCCCC pentyl ((((2R,3S,5R)-5-(6-amino-2-fluoro-9H-purin-9-yl)-2-(((tert-butyldiphenylsilyl)oxy)methyl)-2-ethynyltetrahydrofuran-3-yl)oxy)carbonyl)glycinate